O1COC2=C1C=CC(=C2)N(C2CCN(CC2)C(=O)N2N=NC1=C2C=C(C=C1)C#N)C1=CC=C(C=C1)C(F)(F)F 1-(4-(benzo[d][1,3]dioxol-5-yl(4-(trifluoromethyl)phenyl)amino)piperidine-1-carbonyl)-1H-benzo[d][1,2,3]triazole-6-carbonitrile